methyl taluronate O=C[C@@H](O)[C@@H](O)[C@@H](O)[C@H](O)C(=O)OC